methylenebis(4,6-di-tert-butylphenyl) octadecyl phosphite P1(OC2=C(C=C(C=C2C(C)(C)C)C(C)(C)C)CC2=C(C(=CC(=C2)C(C)(C)C)C(C)(C)C)O1)OCCCCCCCCCCCCCCCCCC